2-chloro-4-(prop-1-en-2-yl)thieno[3,2-d]pyrimidine ClC=1N=C(C2=C(N1)C=CS2)C(=C)C